N-((1-(5-methoxy-4-oxo-3,4-dihydropyrido[3,4-d]pyridazin-7-yl)piperidin-4-yl)methyl)aminosulfonamide COC1=NC(=CC2=C1C(NN=C2)=O)N2CCC(CC2)CNNS(=O)=O